BrC1=C(C2=C(N=C(N=C2)NC2=NC=C(C=C2)S(=O)(=O)N2CCOCC2)N(C1=O)C1CCCC1)C 6-Bromo-8-cyclopentyl-5-methyl-2-[5-(morpholine-4-sulfonyl)-pyridin-2-ylamino]-8H-pyrido[2,3-d]pyrimidin-7-one